methyl-[2-(dimethylcarbamoyl)phenyl]boronic acid COB(O)C1=C(C=CC=C1)C(N(C)C)=O